C(C1=CC=CC=C1)OC1=CC=C(C=C1)C[C@@H]([C@@H](CNC[C@H](CC)C)O)NC(OC(C)(C)C)=O tert-butyl ((2S,3R)-1-(4-(benzyloxy)phenyl)-3-hydroxy-4-(((S)-2-methylbutyl)amino)butan-2-yl)carbamate